C1(CC1)S(=O)(=O)N1N=CC(=C1)C1=NC=CC(=N1)NC1=NC=C(C(=C1)NC1CCC(CC1)(O)C(F)F)C1=NN(C=C1)C (1s,4s)-4-((2-((2-(1-(Cyclopropylsulfonyl)-1H-pyrazol-4-yl)pyrimidin-4-yl)amino)-5-(1-methyl-1H-pyrazol-3-yl)pyridin-4-yl)amino)-1-(difluoromethyl)cyclohexan-1-ol